O[C@H]1CO[C@H]2[C@@H]1OC[C@H]2C=2C=CC(=C(C(=O)O)C2)OC 5-((3R,3aR,6S,6aR)-6-hydroxyhexahydrofuro[3,2-b]furan-3-yl)-2-methoxybenzoic acid